CN1N=C(C=C1)C1=NC(=CC(=N1)O)O 2-(1-methyl-1H-pyrazol-3-yl)-4,6-dihydroxypyrimidine